(R)-1-(1H-benzo[d]imidazol-6-yl)-4-phenylazetidin-2-one N1C=NC2=C1C=C(C=C2)N2C(C[C@@H]2C2=CC=CC=C2)=O